CC1=CC=C(C(=N1)NC=1C=C2CC[C@@H](C2=CC1)NC=O)[N+](=O)[O-] N-[(1S)-5-[(6-methyl-3-nitropyridin-2-yl)amino]-2,3-dihydro-1H-inden-1-yl]formamide